2-morpholino-4'-(2-hydroxyethoxy)-2-methyl-propiophenone O1CCN(CC1)C(C(=O)C1=CC=C(C=C1)OCCO)(C)C